FC(C1=CC=C(CO[C@H]2[C@@H](CNC2)NC2=NC=CC=N2)C=C1)(F)F N-((3R,4R)-4-(4-(trifluoromethyl)benzyloxy)pyrrolidin-3-yl)pyrimidin-2-amine